2-(2-aminoethyl)-7-bromo-2H-pyrazolo[3,4-c]Quinolin-4-amine NCCN1N=C2C(=NC=3C=C(C=CC3C2=C1)Br)N